F[C@H]1C[C@H](N2N=C(N=C21)C(C)(CC)O)C2=CC=CC=C2 2-((5s,7s)-7-fluoro-5-phenyl-6,7-dihydro-5H-pyrrolo[1,2-b][1,2,4]triazol-2-yl)butan-2-ol